NC1=NC=C(C2=C1C(=CO2)C2=CC(=C(C=C2)NS(=O)(=O)C(F)F)OCC2=CC=C(C=C2)F)C=2C=NN(C2)CCO N-(4-(4-amino-7-(1-(2-hydroxyethyl)-1H-pyrazol-4-yl)furo[3,2-c]pyridin-3-yl)-2-((4-fluorobenzyl)oxy)phenyl)-1,1-difluoro-methanesulfonamide